CP(OC1=C2N=CC=NC2=CC=C1NC1=NC(=NC=C1Br)NC1=C(C=C(C(=C1)C=1C=NN(C1)C)N1CC(CC1)N(C)C)OC)(=O)C (6-((5-bromo-2-((4-(3-(dimethylamino) pyrrolidin-1-yl)-2-methoxy-5-(1-methyl-1H-pyrazol-4-yl) phenyl) amino) pyrimidin-4-yl) amino) quinoxalin-5-yl) dimethylphosphinate